1-(3-methyl-4-oxo-3,4-dihydroquinazolin-6-yl)-3-phenylpropan-1,3-dione CN1C=NC2=CC=C(C=C2C1=O)C(CC(=O)C1=CC=CC=C1)=O